N-(1H-imidazol-2-yl)pyridine-2-carboxamide N1C(=NC=C1)NC(=O)C1=NC=CC=C1